C(C1=CC=CC=C1)OC(=O)N[C@@H]1CN(CCCC(C1)O)C(=O)[O-] |r| rac-(3S)-3-(((benzyloxy) carbonyl) amino)-5-hydroxyazacyclooctane-1-carboxylate